[N+](=O)([O-])C(CCCCCCC(=O)O)\C=C/CCCCCCCC 8-nitrooleic acid